C1(=CC=CC=C1)S(=O)(=O)NC(=O)C=1C(=NC(=CC1)C1=CC(=CC(=C1)OCC(C)C)F)N1C(C[C@@H](C1)C)(C)C N-(benzenesulfonyl)-6-(3-fluoro-5-isobutoxy-phenyl)-2-[(4S)-2,2,4-trimethylpyrrolidin-1-yl]pyridine-3-carboxamide